5-(4-chlorophenyl)-1-[(2,4-dichlorophenyl)methyl]-4-methylpyrazole-3-carboxylic acid ClC1=CC=C(C=C1)C1=C(C(=NN1CC1=C(C=C(C=C1)Cl)Cl)C(=O)O)C